tert-Butyl 4-(6-chloro-1-(2-cyclopropyl-4-methylpyridin-3-yl)-7-(2-fluorophenyl)-2-oxo-1,2-dihydropyrido[2,3-d]pyrimidin-4-yl)-3-methylpiperazine-1-carboxylate ClC1=CC2=C(N(C(N=C2N2C(CN(CC2)C(=O)OC(C)(C)C)C)=O)C=2C(=NC=CC2C)C2CC2)N=C1C1=C(C=CC=C1)F